ClCF chlorofluoromethane